[Br-].COC(CC[Zn]C)=O 3-methylOxy-(2R)-(+)-methyl-3-oxopropyl-zinc bromide